BrC=1C=CC=C2C(=C(C(N(C12)C)=O)C#N)N1CCC(CC1)C=1OC2=C(N1)C=C(C(=C2)F)F 8-bromo-4-[4-(5,6-difluoro-1,3-benzooxazol-2-yl)piperidin-1-yl]-1-methyl-2-oxo-1,2-dihydroquinoline-3-carbonitrile